(S)-3-(2-amino-6-(1-((5-fluoro-5,6-dihydro-4H-pyrrolo[1,2-b]pyrazol-2-yl)methyl)-1H-1,2,3-triazol-4-yl)pyrimidin-4-yl)-2-methylbenzonitrile NC1=NC(=CC(=N1)C=1C(=C(C#N)C=CC1)C)C=1N=NN(C1)CC=1C=C2N(N1)C[C@H](C2)F